C(C)S(=O)(=O)N1CCC2(CC(C2O)C2N3C(C4=CC=CC=C24)=CN=C3)CC1 7-(ethylsulfonyl)-2-(5H-imidazo[5,1-a]isoindol-5-yl)-7-azaspiro[3.5]nonan-1-ol